N1(C=NC=C1)CC1=CC=C(C=C1)C1=C(SC(=C1C)CC(C)C)S(=O)(=O)N 3-(4-((1H-imidazol-1-yl)methyl)phenyl)-5-isobutyl-4-methylthiophene-2-sulfonamide